6-[6-chloro-4-(2,5-diazabicyclo[2.2.1]heptan-2-yl)-8-fluoro-2-[[rac-(2S)-1-methylpyrrolidin-2-yl]methoxy]quinazolin-7-yl]-4-methyl-5-(trifluoromethyl)pyridin-2-amine ClC=1C=C2C(=NC(=NC2=C(C1C1=C(C(=CC(=N1)N)C)C(F)(F)F)F)OC[C@H]1N(CCC1)C)N1C2CNC(C1)C2 |r|